Cl.C1(CCCCC1)N=C=NC1CCCCC1 1,3-dicyclohexylcarbodiimide hydrochloride